OC(C)(C)C1(CC2=CC=C(C=C2C1)[N+](=O)[O-])N1C(NC(C1)C(F)(F)F)=O 1-(2-(2-hydroxypropan-2-yl)-5-nitro-2,3-dihydro-1H-inden-2-yl)-4-(trifluoromethyl)imidazolidin-2-one